N-butyl-γ-aminopropyltriethoxysilane C(CCC)NCCC[Si](OCC)(OCC)OCC